The molecule is an icosanoid anion that is the conjugate base of 14,15-epoxy-20-hydroxy-(5Z,8Z,11Z)-icosatrienoic acid arising from deprotonation of the carboxylic acid function; major species at pH 7.3. It is an omega-hydroxy fatty acid anion, an icosanoid anion, a hydroxy fatty acid anion and a polyunsaturated fatty acid anion. It derives from a 14,15-EET(1-). It is a conjugate base of a 14,15-epoxy-20-hydroxy-(5Z,8Z,11Z)-icosatrienoic acid. C(CCC1C(O1)C/C=C\\C/C=C\\C/C=C\\CCCC(=O)[O-])CCO